5-[1,3-dioxo-2-(2-phenylacetyl)-2,3-dihydro-1H-indene-5-carbonyl]-2-(2-phenylacetyl)-2,3-dihydro-1H-indene-1,3-dione O=C1C(C(C2=CC(=CC=C12)C(=O)C=1C=C2C(C(C(C2=CC1)=O)C(CC1=CC=CC=C1)=O)=O)=O)C(CC1=CC=CC=C1)=O